2-Amino-5-methylbenzoic acid NC1=C(C(=O)O)C=C(C=C1)C